Cl.N[C@@H](C(=O)N[C@H](C(=O)NCC1=C(C=CC(=C1)Cl)OCC(=O)NCCCO)C)CCC1=CC=CC=C1 (R)-2-amino-N-((S)-1-((5-chloro-2-(2-((3-hydroxypropyl)amino)-2-oxoethoxy)benzyl)amino)-1-oxopropan-2-yl)-4-phenylbutanamide hydrochloride